N1=C(SC2=NC=CC=C21)N[C@@H]2C[C@H](CC2)NC2=CC=C(C=N2)N2C(C1=C(C=C2)C=CS1)=O 6-(6-(((1S,3S)-3-(Thiazolo[5,4-b]pyridin-2-ylamino)cyclopentyl)amino)pyridin-3-yl)thieno[2,3-c]pyridin-7(6H)-one